((1R,4R)-2-oxa-5-azabicyclo[2.2.1]heptan-5-yl)(2-fluoro-3-(2-(4-(methylsulfonyl)phenyl)furo[3,2-b]pyridin-7-yl)phenyl)methanone [C@H]12OC[C@H](N(C1)C(=O)C1=C(C(=CC=C1)C1=C3C(=NC=C1)C=C(O3)C3=CC=C(C=C3)S(=O)(=O)C)F)C2